1,3-bis(4-methyl-2,6-bis((R)-1-(m-tolyl)ethyl)phenyl)-4,5-dihydro-1H-imidazol-3-ium chloride [Cl-].CC1=CC(=C(C(=C1)[C@H](C)C=1C=C(C=CC1)C)N1C=[N+](CC1)C1=C(C=C(C=C1[C@H](C)C=1C=C(C=CC1)C)C)[C@H](C)C=1C=C(C=CC1)C)[C@H](C)C=1C=C(C=CC1)C